3-[4-(2-methoxycarbonylphenyl)phenyl]azetidine COC(=O)C1=C(C=CC=C1)C1=CC=C(C=C1)C1CNC1